C(C)(=O)OC Methyl alcohol acetate